2-chloro-4-fluoro-5-nitro-dichlorotoluene ClC1=C(C)C(=C(C(=C1Cl)F)[N+](=O)[O-])Cl